COC1=CC=C(C=C1)S 4-methoxythiophenol